(R)-1-(4-((4-((R)-2-acetoxy-3-(1H-imidazol-1-yl)propoxy)-3-chlorophenyl)sulfonyl)-2-chlorophenoxy)-3-chloropropan-2-yl acetate C(C)(=O)O[C@H](COC1=C(C=C(C=C1)S(=O)(=O)C1=CC(=C(C=C1)OC[C@@H](CN1C=NC=C1)OC(C)=O)Cl)Cl)CCl